(4-(3-amino-1-(isoquinolin-6-ylamino)-1-oxopropan-2-yl-2-d)phenyl)methyl-d2 2,4-bis(methyl-d3)benzoate dihydrochloride Cl.Cl.C(C1=C(C(=O)OC([2H])([2H])C2=CC=C(C=C2)C(C(=O)NC=2C=C3C=CN=CC3=CC2)(CN)[2H])C=CC(=C1)C([2H])([2H])[2H])([2H])([2H])[2H]